3,3',3''-phosphinetriyltripropanoic acid hydrochloride Cl.P(CCC(=O)O)(CCC(=O)O)CCC(=O)O